4-(aminomethyl)-1-(5-(2-ethoxy-6-isopropylpyridin-3-yl)imidazo[2,1-b][1,3,4]thiadiazol-2-yl)piperidin-4-ol NCC1(CCN(CC1)C1=NN2C(S1)=NC=C2C=2C(=NC(=CC2)C(C)C)OCC)O